1-(1-acryloylpiperidin-4-yl)-8-chloro-6-fluoro-7-(3-hydroxynaphthalen-1-yl)-4-((1-methylpyrrolidin-2-yl)methoxy)-1,3-dihydro-2H-imidazo[4,5-c]quinolin-2-one C(C=C)(=O)N1CCC(CC1)N1C(NC=2C(=NC=3C(=C(C(=CC3C21)Cl)C2=CC(=CC1=CC=CC=C21)O)F)OCC2N(CCC2)C)=O